FC=1C=C(CC=2C=C3C(=NNC3=CC2)NC(C2=C(C=C(C=C2)N2CCN(CC2)C2CCN(CC2)CC2=CC=C(C=C2)NC2C(NC(CC2)=O)=O)NC2CCOCC2)=O)C=C(C1)F N-(5-(3,5-difluorobenzyl)-1H-indazol-3-yl)-4-(4-(1-(4-((2,6-dioxopiperidin-3-yl)amino)benzyl)piperidin-4-yl)piperazin-1-yl)-2-((tetrahydro-2H-pyran-4-yl)amino)benzamide